Cl.N[C@H](C(=O)OCC1=CC(=NC(=C1)Cl)Cl)CCS(=O)(=O)CC1=CC=CC=C1 (2,6-Dichloropyridin-4-yl)methyl (S)-2-amino-4-(benzylsulfonyl)butanoate hydrochloride